C(C1=CC=CC=C1)O[C@@](CCC=C)(C(F)(F)F)C1=NN=C(O1)C1=NC(=C(C=C1NC(OC(C)(C)C)=O)C(F)(F)F)O[C@H](CC=C)C tert-butyl N-[2-[5-[(1R)-1-benzyloxy-1-(trifluoromethyl)pent-4-enyl]-1,3,4-oxadiazol-2-yl]-6-[(1S)-1-methylbut-3-enoxy]-5-(trifluoromethyl)-3-pyridyl]carbamate